C1(=CC=CC=C1)C12C(C(=O)NC1=O)=CC=CC2(C2=CC=C(C=C2)C#N)C2=CC=C(C=C2)C#N 2-phenyl-3,3-bis(4-cyanophenyl)phthalimide